2-(2-bromophenoxy)-N-(4H-1,2,4-triazol-3-yl)acetamide BrC1=C(OCC(=O)NC2=NN=CN2)C=CC=C1